O=C1CCCC(N1CCCCCCCCCCCCCC)C(=O)O 6-oxo-1-tetradecylpiperidine-2-carboxylic acid